CC1=C(C(=CC=C1)[N+](=O)[O-])C1=C(C2=CC=CC=C2C=C1)C1=C(C=CC(=C1)C(C)C)P(O)(O)=O.C(C)OC1=CN=CC(=N1)C1=CC(=C(C(=O)N2[C@H](CCC2)C2=NC=CC(=C2)NS(=O)(=O)C2CC2)C=C1)F N-[2-[(2R)-1-[4-(6-ethoxypyrazin-2-yl)-2-fluorobenzoyl]pyrrolidin-2-yl]pyridin-4-yl]cyclopropanesulfonamide 2-methyl-6-nitrophenylnaphthalen-1-yl-(S)-(4-isopropylphenyl)phosphonate